(R)-N-(8,9-difluoro-6-oxo-1,4,5,6-tetrahydro-2H-pyrano[3,4-c]isoquinolin-1-yl)-6-(difluoromethyl)-5-fluoro-N-methyl-1H-indole-2-carboxamide FC=1C(=CC=2C3=C(NC(C2C1)=O)COC[C@@H]3N(C(=O)C=3NC1=CC(=C(C=C1C3)F)C(F)F)C)F